C1(CC1)CC#C[Si](C)(C)C 3-cyclopropylprop-1-ynyl(trimethyl)silane